C(C)(C)(C)C1=CC=C(C(=N1)OC1=C(C=C(C=C1C)C)C)C(=O)NS(=O)(=O)C1=NC(=CC=C1)NCCO 6-tert-Butyl-N-[[6-(2-hydroxyethylamino)-2-pyridyl]sulfonyl]-2-(2,4,6-trimethylphenoxy)pyridin-3-carboxamid